[Cr].[Si] Silicon-chromium